3-(1-((benzyloxy)carbonyl)-3-fluoroazetidin-3-yl)benzoic acid C(C1=CC=CC=C1)OC(=O)N1CC(C1)(F)C=1C=C(C(=O)O)C=CC1